(15α,16α,17β)-3-(benzyloxy)estra-1,3,5(10)-triene-15,16,17-triyl triacetate C(C)(=O)O[C@H]1[C@H]([C@@H]([C@]2(C)[C@@H]1[C@@H]1CCC=3C=C(C=CC3[C@H]1CC2)OCC2=CC=CC=C2)OC(C)=O)OC(C)=O